(1S,2S)-2-(4-{8-Cyclopropyl-6-[(2R)-2-methylazepane-1-carbonyl]imidazo[1,2-b]pyridazin-2-yl}-3-fluorophenyl)cyclopropane-1-carboxylic acid C1(CC1)C=1C=2N(N=C(C1)C(=O)N1[C@@H](CCCCC1)C)C=C(N2)C2=C(C=C(C=C2)[C@@H]2[C@H](C2)C(=O)O)F